hexafluoroisopropyl methacrylate (hexafluoro-iso-propyl methacrylate) FC(C(C(F)(F)F)C=C(C(=O)O)C)(F)F.C(C(=C)C)(=O)OC(C(F)(F)F)C(F)(F)F